tert-butyl-3-(9-methoxy-4-oxo-2,3-dihydro-4H-1-thia-3a,5,8-triazaphenalen-6-yl)-3,8-diazabicyclo[3.2.1]octane-8-carboxylate C(C)(C)(C)OC(=O)N1C2CN(CC1CC2)C2=NC(N1CCSC=3C(=NC=C2C31)OC)=O